ClC1=CC=C(C=C1)N(C(=O)C=1C=CC=2N(C1)C(=CN2)C2=CC=C(C=C2)NC(OC)=O)C methyl N-[4-[6-[(4-chlorophenyl)-methyl-carbamoyl]imidazo[1,2-a]pyridin-3-yl]phenyl]carbamate